The molecule is an amino tetrasaccharide comprising an alpha-sialyl residue, two N-acetyl-beta-D-glucosaminyl residues and an N-acetyl-D-glucosamine residue linked in a (2->6), (1->4) and (1->4) sequence. It has a role as an epitope. It is an amino tetrasaccharide and a glucosamine oligosaccharide. CC(=O)N[C@@H]1[C@H](C[C@@](O[C@H]1[C@@H]([C@@H](CO)O)O)(C(=O)O)OC[C@@H]2[C@H]([C@@H]([C@H]([C@@H](O2)O[C@@H]3[C@H](O[C@H]([C@@H]([C@H]3O)NC(=O)C)O[C@@H]4[C@H](OC([C@@H]([C@H]4O)NC(=O)C)O)CO)CO)NC(=O)C)O)O)O